2-bromo-1-(4-methyltetrahydro-2H-pyran-4-yl)-ethanone BrCC(=O)C1(CCOCC1)C